FC1=CC(=CC=2C=C(OC21)C2=CC=C(C=C2)F)C=O 7-fluoro-2-(4-fluorophenyl)benzofuran-5-carbaldehyde